S(=O)(=O)(ON1[C@@H]2CC[C@@H](N(C1=O)C2)F)[O-].[Na+] Sodium (2S,5R)-2-fluoro-7-oxo-1,6-diazabicyclo[3.2.1]octan-6-yl sulfate